C[C@@H]1N(CC1)C=1N=C(C2=C(N1)CCC2)C2=CC=C(C=C2)CS(=O)(=O)N [4-[2-[(2S)-2-methylazetidin-1-yl]-6,7-dihydro-5H-cyclopenta[d]pyrimidin-4-yl]phenyl]methanesulfonamide